ClC1=CC2=C(N=CN(C2=O)CC2(CCN(CC2)C(=O)C2(CC2)C)O)N1C1=CC=C(C=C1)[C@H]1NC[C@@H](OC1)C 6-chloro-3-((4-hydroxy-1-(1-methylcyclopropane-1-carbonyl)piperidin-4-yl)methyl)-7-(4-((3r,6s)-6-methylmorpholin-3-yl)phenyl)-3,7-dihydro-4H-pyrrolo[2,3-d]pyrimidin-4-one